C1CC12CN(CC2)S(=O)(=O)NC=2C(=C(OC=1C=C3C(N(C=NC3=CC1)C1COC3(C1)CCN(CC3)C(=O)[O-])=O)C(=CC2)F)C#N 3-[6-[3-(5-azaspiro[2.4]heptan-5-ylsulfonylamino)-2-cyano-6-fluoro-phenoxy]-4-oxo-quinazolin-3-yl]-1-oxa-8-azaspiro[4.5]decane-8-carboxylate